1,6-bis(2,2,6,6-tetramethyl-4-piperidylamino)Hexane CC1(NC(CC(C1)NCCCCCCNC1CC(NC(C1)(C)C)(C)C)(C)C)C